((6-(3,5-Dimethylpiperidin-1-yl)-1-oxo-2,3-dihydro-1H-pyrrolo[3,4-c]pyridin-4-yl)methyl)(methyl)carbamic acid tert-butyl ester C(C)(C)(C)OC(N(C)CC1=NC(=CC2=C1CNC2=O)N2CC(CC(C2)C)C)=O